tert-Butyl 4-(4-hydroxybutyl)piperidine-1-carboxylate OCCCCC1CCN(CC1)C(=O)OC(C)(C)C